O1CC(C1)S(=O)(=O)C1=NN=NN1C1=CC=CC=C1 5-(oxetan-3-ylsulfonyl)-1-phenyl-1H-tetrazole